3-(5-(1-cyclopropyl-3,3-difluoro-piperidin-4-yloxy)pyridin-2-yl)-N-(3-methylpyridin-2-yl)-1,2,4-thiadiazol-5-amine C1(CC1)N1CC(C(CC1)OC=1C=CC(=NC1)C1=NSC(=N1)NC1=NC=CC=C1C)(F)F